1,4-Diazabicyclo-[2.2.2]-octan N12CCN(CC1)CC2